FC1=C(C=CC=C1OC)N1NC(C=2C=NC(=CC21)NC2=NC=C(C=C2)F)=O 1-(2-fluoro-3-methoxyphenyl)-6-((5-fluoropyridin-2-yl)amino)-1,2-dihydro-3H-pyrazolo[4,3-c]pyridin-3-one